CN1C(C(C2=CC=CC=C12)(CCCCC(=O)I)C)C 1,2,3-trimethyl-3H-indole-3-pentanoic acid-iodide